O=C1NC(CCC1C1=NN(C2=CC(=CC=C12)OCC(=O)NC1=CC=C(C=C1)C1=CN=CO1)C)=O 2-((3-(2,6-Dioxopiperidin-3-yl)-1-methyl-1H-indazol-6-yl)oxy)-N-(4-(oxazol-5-yl)phenyl)acetamide